NC1(CCN(CC1)N1N=C(C=2C1=NC=NC2C#N)C=2C(=C1C(=NN(C1=CC2)C)Cl)Cl)C (4-amino-4-methylpiperidin-1-yl)-3-(3,4-dichloro-1-methyl-1H-indazol-5-yl)-1H-pyrazolo[3,4-d]Pyrimidine-4-carbonitrile